C(C)N1C[C@@H](CCC1)NC=1C(N(C(=NN1)C1=C(C2=C(SC=C2)C=C1)O)C([2H])([2H])[2H])=O (R)-6-((1-ethylpiperidin-3-yl)amino)-3-(4-hydroxybenzo[b]thiophen-5-yl)-4-(methyl-d3)-1,2,4-triazine-5(4H)-one